[N+](=[N-])=CC(CC[C@@H](C(=O)OCCC#N)NC([C@@H](C)OC)=O)=O 2-cyanoethyl (S)-6-diazo-2-((R)-2-methoxypropanamido)-5-oxohexanoate